(S)-3-(((6-((4-chlorophenyl)(methyl)amino)-1,2,3,4-tetrahydroisoquinolin-1-yl)methyl)amino)isonicotinic acid ClC1=CC=C(C=C1)N(C=1C=C2CCN[C@@H](C2=CC1)CNC1=C(C(=O)O)C=CN=C1)C